(R)-5-phenyl-6,7-dihydro-5H-pyrrolo[1,2-b][1,2,4]triazole-2-carboxylic acid ethyl ester C(C)OC(=O)C=1N=C2N(N1)[C@H](CC2)C2=CC=CC=C2